[Ir].[Th] thorium-iridium